2',6'-dichloro-4-fluoro-2,4'-bipyridine ClC1=NC(=CC(=C1)C1=NC=CC(=C1)F)Cl